1-deoxy-1-[dicetyl-(methyl)ammonio]-D-xylitol C(CCCCCCCCCCCCCCC)[N+](C[C@H](O)[C@@H](O)[C@H](O)CO)(C)CCCCCCCCCCCCCCCC